Bromine (isopropyl)zinc C(C)(C)[Zn].[Br]